CSCC1=CC(=C(C(=C1)F)F)F 3,4,5-trifluoro-benzyl methyl sulfide